C1(=CC=CC=C1)P(OCC)(OC1=C(C(=CC(=C1)CCCCC)OP(OCC)(=O)C1=CC=CC=C1)C1C(CCC(=C1)C)C(=C)C)=O diethyl (5'-methyl-4-pentyl-2'-(prop-1-en-2-yl)-1',2',3',4'-tetrahydro-[1,1'-biphenyl]-2,6-diyl) bis(phenylphosphonate)